o-tolyl-methyl mercaptan C1(=C(C=CC=C1)CS)C